tert-butyl (3R)-3-[4-[3-cyano-4-(trifluoromethanesulfonyloxy)pyrazolo[1,5-a]pyridin-6-yl]-5-methylpyrazol-1-yl]pyrrolidine-1-carboxylate C(#N)C=1C=NN2C1C(=CC(=C2)C=2C=NN(C2C)[C@H]2CN(CC2)C(=O)OC(C)(C)C)OS(=O)(=O)C(F)(F)F